3-nitro-4-(piperidin-1-yl)benzaldehyde [N+](=O)([O-])C=1C=C(C=O)C=CC1N1CCCCC1